ethyl 1,1,2-trifluoro-4-methoxy-2-methyl-1,2-dihydrothieno[3,2-e]benzofuran-7-carboxylate FC1(C(OC2=C1C1=C(C=C2OC)SC(=C1)C(=O)OCC)(C)F)F